(2-(6-Cyclopropyl-4-(4-fluoro-2-(4-methyl-4H-1,2,4-triazol-3-yl)phenyl)pyridin-2-yl)-1H-benzo[d]imidazol-5-yl)methanol C1(CC1)C1=CC(=CC(=N1)C1=NC2=C(N1)C=CC(=C2)CO)C2=C(C=C(C=C2)F)C2=NN=CN2C